5-tert-butylbenzoxazole C(C)(C)(C)C=1C=CC2=C(N=CO2)C1